FC1=C(C2=CN(N=C2C=C1)C1OCCCC1)C(=O)OC1=C(C=C(C=C1Cl)Cl)Cl (2,4,6-trichlorophenyl) 5-fluoro-2-(oxan-2-yl)indazole-4-carboxylate